3-(6,7-dihydro-5H-pyrrolo[1,2-a]imidazol-2-yl)-N-methyl-4-((5-(trifluoromethyl)pyridin-2-yl)amino)benzenesulfonamide N1=C2N(C=C1C=1C=C(C=CC1NC1=NC=C(C=C1)C(F)(F)F)S(=O)(=O)NC)CCC2